5,7,8-Trifluoronaphthalene-1,3-diol FC1=C2C=C(C=C(C2=C(C(=C1)F)F)O)O